9-[(1-ethylpiperidin-4-yl)amino]-2-methoxyacridine-3-carbonitrile C(C)N1CCC(CC1)NC=1C2=CC=CC=C2N=C2C=C(C(=CC12)OC)C#N